(S)-(5-Chloro-1-methyl-3-(5-methylisoxazol-3-yl)-1H-pyrazol-4-yl)(3-(isopentylamino)piperidin-1-yl)methanone ClC1=C(C(=NN1C)C1=NOC(=C1)C)C(=O)N1C[C@H](CCC1)NCCC(C)C